(1-(4-fluorophenyl)-4-(6-(piperidin-1-yl)hexyl)-1H-imidazol-2-yl)-3-(1-((2-(trimethylsilyl)ethoxy)methyl)-1H-pyrazol-4-yl)benzamide FC1=CC=C(C=C1)N1C(=NC(=C1)CCCCCCN1CCCCC1)C1=C(C(=O)N)C=CC=C1C=1C=NN(C1)COCC[Si](C)(C)C